(S)-(4-(benzo[d]oxazol-2-yl)-6,7-dihydro-1H-imidazo[4,5-c]pyridin-5(4H)-yl)(5-(1-methyl-1H-pyrazol-3-yl)-1,3,4-oxadiazol-2-yl)methanone O1C(=NC2=C1C=CC=C2)[C@H]2N(CCC1=C2N=CN1)C(=O)C=1OC(=NN1)C1=NN(C=C1)C